BrC1=C(C=C(C(=O)N2CC=3N=C(N(C(C3C[C@H]2C)=O)C2=CC=C(C(=O)N(C)CO)C=C2)N[C@@H](C)C=C)C=C1)C(F)(F)F 4-((R)-7-(4-bromo-3-(trifluoromethyl)benzoyl)-2-(((S)-but-3-en-2-yl)amino)-6-methyl-4-oxo-5,6,7,8-tetrahydropyrido[3,4-d]pyrimidin-3(4H)-yl)-N-(hydroxymethyl)-N-methylbenzamide